3-methylpentene-1,5-diol CC(C=CO)CCO